2-(3-(3,6-dihydro-2H-pyran-4-yl)-1H-pyrazol-1-yl)benzonitrile O1CCC(=CC1)C1=NN(C=C1)C1=C(C#N)C=CC=C1